C(=O)(O)CCCCCCCC(=O)O 1,7-dicarboxylheptane